3-chloro-4-((4-(1,1-difluoroethyl)-6-oxo-1,6-dihydropyrimidin-5-yl)oxy)-5-methyl-benzonitrile ClC=1C=C(C#N)C=C(C1OC1=C(N=CNC1=O)C(C)(F)F)C